ClC=1C=C(C(=O)OC)C=C(C1O)C=O methyl 3-chloro-5-formyl-4-hydroxybenzoate